4-{8-amino-3-[(6R,8aS)-6-methyl-3-oxohexahydro[1,3]oxazolo[3,4-a]pyridin-6-yl]imidazo[1,5-a]pyrazin-1-yl}-3-ethoxy-N-[4-(trifluoromethyl)pyridin-2-yl]benzamide NC=1C=2N(C=CN1)C(=NC2C2=C(C=C(C(=O)NC1=NC=CC(=C1)C(F)(F)F)C=C2)OCC)[C@@]2(CC[C@@H]1N(C2)C(OC1)=O)C